FC=1C=C(C=CC1)N(C(CN(CC=1NC(C2=C(N1)N(N=C2)C)=O)C)=O)C N-(3-fluorophenyl)-N-methyl-2-(methyl((1-methyl-4-oxo-4,5-dihydro-1H-pyrazolo[3,4-d]pyrimidin-6-yl)methyl)amino)acetamide